Tert-butyl 2-(5-methoxy-2-methyl-4-nitrophenyl)-2,7-diazaspiro[3.5]nonane-7-carboxylate COC=1C(=CC(=C(C1)N1CC2(C1)CCN(CC2)C(=O)OC(C)(C)C)C)[N+](=O)[O-]